(2-{[2-(aminomethyl)-6-chloro-4-(4,4,5,5-tetramethyl-1,3,2-dioxaborolan-2-yl)phenyl]sulfanyl}pyridin-3-yl)methanol HCl salt Cl.NCC1=C(C(=CC(=C1)B1OC(C(O1)(C)C)(C)C)Cl)SC1=NC=CC=C1CO